racemic-cyclopropyl{1-[6-({1-(cyclopropylmethyl)-3-[4-(difluoromethyl)phenyl]-4-methyl-1H-pyrazol-5-yl}amino)pyrimidin-4-yl]-3,5-dimethyl-1H-pyrazol-4-yl}methanol C1(CC1)[C@@H](O)C=1C(=NN(C1C)C1=NC=NC(=C1)NC1=C(C(=NN1CC1CC1)C1=CC=C(C=C1)C(F)F)C)C |r|